racemic-2-octanol C[C@H](CCCCCC)O |r|